IC([C@](N)(C(=O)O)I)(C1=CC(I)=C(C(I)=C1)OC1=CC(I)=C(C(I)=C1)O)I Tri-iodothyroxine